(trimethylsilyl)-1-pentyn-3-one C[Si](C)(C)C#CC(CC)=O